lithium (E)-1-(4-(dimethylamino)but-2-enoyl)piperidine-4-carboxylate CN(C/C=C/C(=O)N1CCC(CC1)C(=O)[O-])C.[Li+]